C1OCC12CN(C2)C2CCC(CC2)NC2=C1C=C(N(C1=CC=C2)CC(F)(F)F)C#CCNC2=C(C=C(C=C2)S(=O)(=O)NC)OC 4-((3-(4-(((1R,4R)-4-(2-oxa-6-azaspiro[3.3]heptan-6-yl)cyclohexyl)amino)-1-(2,2,2-trifluoroethyl)-1H-indol-2-yl)prop-2-yn-1-yl)amino)-3-methoxy-N-methylbenzene-sulfonamide